FC(C1=C(C=CC=C1)[N+](CCOC(C1=CC=C(C=C1)C=C)=O)(CCOC(C1=CC=C(C=C1)C=C)=O)CCOC(C1=CC=C(C=C1)C=C)=O)(F)F 2-trifluoromethylphenyl(tris(2-(4-vinylbenzoyloxy)ethyl))ammonium